N-(3-((2-amino-5-chloropyridin-3-yl)oxy)phenyl)-3-chloro-benzamide NC1=NC=C(C=C1OC=1C=C(C=CC1)NC(C1=CC(=CC=C1)Cl)=O)Cl